ClCC1=C(N=CS1)CC 5-(chloromethyl)-4-ethylthiazole